C1CCC2=C(C=3CCCC3C=C12)NC(=O)NS(=O)(=O)C=1OC2=C(C1)C(CCC2)(O)CC(=O)O 2-(2-(N-((1,2,3,5,6,7-hexahydro-s-indacen-4-yl)carbamoyl)sulfamoyl)-4-hydroxy-4,5,6,7-tetrahydrobenzofuran-4-yl)acetic acid